C1(=CC=C(C=C1)N(C(/C=C/C(=O)OCC)=O)C(C(N[C@@H](C)C1=CC=CC=C1)=O)C=1C=NC=CC1)C1=CC=CC=C1 Ethyl (E)-4-([1,1'-biphenyl]-4-yl(2-oxo-2-(((S)-1-phenylethyl)amino)-1-(pyridin-3-yl)ethyl)amino)-4-oxobut-2-enoate